4-amino-1-[(2R)-6-amino-2-[(2R)-2-[(2R)-2-((3R)-3-amino-3-phenylpropionylamino)-3-phenylpropionylamino]-4-methylpentanoylamino]hexanoyl]piperidine-4-carboxylic acid NC1(CCN(CC1)C([C@@H](CCCCN)NC([C@@H](CC(C)C)NC([C@@H](CC1=CC=CC=C1)NC(C[C@H](C1=CC=CC=C1)N)=O)=O)=O)=O)C(=O)O